8-hydroxy-6-(1-methyl-1H-1,2,3-triazol-5-yl)-3,4-dihydroisoquinoline-2(1H)-carboxylic acid tert-butyl ester C(C)(C)(C)OC(=O)N1CC2=C(C=C(C=C2CC1)C1=CN=NN1C)O